FC1=C(C=C(C=C1)C(C#N)(C)C)C1=NC=2C=CNC(C2C(=C1)NC1=NC=C(C=C1)N1CCC(CC1)O)=O 2-[4-fluoro-3-[4-[[5-(4-hydroxy-1-piperidyl)-2-pyridyl]amino]-5-oxo-6H-1,6-naphthyridin-2-yl]phenyl]-2-methyl-propane-nitrile